ethyl 2-(2,5-dichloropyrimidin-4-yl)-2-azaspiro[4.5]decane-4-carboxylate ClC1=NC=C(C(=N1)N1CC2(C(C1)C(=O)OCC)CCCCC2)Cl